3-(pyrimidin-5-yloxy)benzaldehyde N1=CN=CC(=C1)OC=1C=C(C=O)C=CC1